tert-butyl ((2S)-1-(oxiran-2-ylmethoxy)propan-2-yl)carbamate O1C(C1)COC[C@H](C)NC(OC(C)(C)C)=O